Trans-N-[3-(4-cyclopropoxy-6-methoxypyrimidin-5-yl)-1-{[2-(trimethylsilyl)ethoxy]methyl}pyrrolo[2,3-b]pyridin-6-yl]-2-(hydroxymethyl)cyclopropane-1-carboxamide C1(CC1)OC1=NC=NC(=C1C1=CN(C2=NC(=CC=C21)NC(=O)[C@H]2[C@@H](C2)CO)COCC[Si](C)(C)C)OC